NC1=C(C(=O)[O-])C=C(C(=C1)OC)OCCOC 2-amino-4-methoxy-5-(2-methoxyethoxy)benzoate